3-bromo-1-(3-chloropyridin-2-yl)-4,5-dihydro-1H-pyridine BrC1=CN(CCC1)C1=NC=CC=C1Cl